CN(CCNC(=O)OC(C1=CC=CC=C1)=O)C O-{(β-(dimethylamino)ethyl)aminocarbonyl}benzoic acid